COC(=O)C12CCC(CC1)(C2)CCN2CC1=C(CC2)N(C(=N1)C(=O)N)C 5-(2-(4-(methoxycarbonyl)bicyclo[2.2.1]heptan-1-yl)ethyl)-1-methyl-4,5,6,7-tetrahydro-1H-imidazo[4,5-c]pyridine-2-carboxamide